N1=CC=C(C=C1)N[C@@H](C)C(=O)O L-4-pyridinylalanine